5-methoxy-4-(((2S)-2-(4-(Methoxycarbonyl)phenyl)-4-(methoxymethyl)piperidin-1-yl)methyl)-7-methyl-1H-indole-1-carboxylic acid tertButyl ester C(C)(C)(C)OC(=O)N1C=CC2=C(C(=CC(=C12)C)OC)CN1[C@@H](CC(CC1)COC)C1=CC=C(C=C1)C(=O)OC